3-hydroxypropyl-sodium chloride [Cl-].OCCC[Na]